NC(C[C@H](C(=O)NCC[C@@H](C(=O)OC1=CC=C(C=C1)Br)C)NC(CCCCCCC)=O)=O 4-bromophenyl (S)-4-((R)-4-amino-2-octanamido-4-oxobutanamido)-2-methylbutanoate